C(C)[C@]1(NC(N(C1=O)C=1C=CC(=NC1)OC1=CC(=C(C#N)C=C1)OC(F)(F)F)=O)C 4-({5-[(4R)-4-ethyl-4-methyl-2,5-dioxo-1-imidazolidinyl]-2-pyridinyl}oxy)-2-[(trifluoromethyl)oxy]benzonitrile